tert-Butyl 4-[2-(3-ethoxy-3-oxo-propyl)-5-(2-trimethylsilylethoxymethyl)pyrrolo[2,3-b]pyrazin-7-yl]piperidine-1-carboxylate C(C)OC(CCC=1N=C2C(=NC1)N(C=C2C2CCN(CC2)C(=O)OC(C)(C)C)COCC[Si](C)(C)C)=O